4-((4-isopentylpiperazin-1-yl)sulfonyl)aniline C(CC(C)C)N1CCN(CC1)S(=O)(=O)C1=CC=C(N)C=C1